BrC=1C2=C(N(C(CC1C=O)=O)CC1=CC(=C(C=C1)C)F)C=C(C=C2)OC 5-bromo-1-(3-fluoro-4-methylbenzyl)-8-methoxy-2-oxo-2,3-dihydro-1H-benzo[b]azepine-4-carbaldehyde